(Z)-2-(3-(4-chlorophenyl)-4-phenyl-N'-((4-(trifluoromethyl)phenyl)sulfonyl)-1,4,5,6-tetrahydropyridazine-1-carboximidamido)-3-methylbutanamide ClC1=CC=C(C=C1)C1=NN(CCC1C1=CC=CC=C1)\C(\NC(C(=O)N)C(C)C)=N/S(=O)(=O)C1=CC=C(C=C1)C(F)(F)F